3-benzyloxy-4-bromo-phenol C(C1=CC=CC=C1)OC=1C=C(C=CC1Br)O